1,4-bis(oxiran-2-ylmethyl)butane O1C(C1)CCCCCCC1OC1